O=C1N(C(C=C1)=O)CCCCCCCCCCC(=O)ON1C(CCC1=O)=O (2,5-dioxopyrrolidin-1-yl) 11-(2,5-dioxopyrrol-1-yl)undecanoate